[I-].C[N+](CCC1=CNC2=C(C=CC=C12)C)(C)C trimethyl-[2-(7-methyl-1H-indol-3-yl)ethyl]azanium iodide